SC1=NN=CN1C 3-mercapto-4-methyl-1,2,4-triazol